CNC=1N=CC(=C2C=C(N=CC12)NC(=O)C1CC1)C=1OC2=C(N1)C=C(C=C2)C2CCNCC2 N-(8-(methylamino)-5-(5-(piperidin-4-yl)benzo[d]oxazol-2-yl)-2,7-naphthyridin-3-yl)cyclopropanecarboxamide